Phosphetane Oxide P1(CCC1)=O